CC1CC(OC12CCC(=CC2)C)C=C(C)C Bisabolene oxide